benzylidene(1,3-dimesityl-4,5-dibromo-4-imidazolin-2-ylidene)(tricyclohexylphosphine) ruthenium dichloride [Ru](Cl)Cl.C(C1=CC=CC=C1)=C1C(C(CCC1)P(C1CCCCC1)C1CCCCC1)=C1N(C(=C(N1C1=C(C=C(C=C1C)C)C)Br)Br)C1=C(C=C(C=C1C)C)C